N-(1-(2-hydroxy-2-methylpropyl)-3-(2-methoxyphenyl)-1H-pyrazol-4-yl)pyrazolo[1,5-a]pyrimidine-3-carboxamide OC(CN1N=C(C(=C1)NC(=O)C=1C=NN2C1N=CC=C2)C2=C(C=CC=C2)OC)(C)C